4-ethyl-3,5-heptanediol bis(4-tert-butylbenzoate) C(C)(C)(C)C1=CC=C(C(=O)OC(CC)C(C(CC)OC(C2=CC=C(C=C2)C(C)(C)C)=O)CC)C=C1